7-((3-Fluoro-6-methylpyridin-2-yl)oxy)-2-azaspiro[3.5]nonan FC=1C(=NC(=CC1)C)OC1CCC2(CNC2)CC1